5-bromo-2-methyl-2H-1,2,3-triazol-4-amine BrC=1C(=NN(N1)C)N